ClC(C(C)=O)CCCl 3,5-dichloropentanone